(S)-N-(6-(3-cyanoguanidino)-2-oxo-1-phenoxyhexan-3-yl)-2-methoxy-2-methylpropanamide C(#N)NC(NCCC[C@@H](C(COC1=CC=CC=C1)=O)NC(C(C)(C)OC)=O)=N